((R)-2-(2-Chlorophenyl)azepan-1-yl)-N-((R,E)-4-(methylsulfonyl)but-3-en-2-yl)pyrazine-2-carboxamide ClC1=C(C=CC=C1)[C@@H]1N(CCCCC1)C=1C(=NC=CN1)C(=O)N[C@H](C)\C=C\S(=O)(=O)C